C(#N)C1=C(C(=O)O)C=CC=C1N=[N+]=[N-] 2-cyano-azidobenzoic acid